(N-[4-Amino-5-(2-chloropyridin-4-carbonyl)thiazol-2-yl]-4-fluoroanilino)propanamid NC=1N=C(SC1C(=O)C1=CC(=NC=C1)Cl)N(C1=CC=C(C=C1)F)C(C(=O)N)C